dimethyl spiro[2.3]hexane-2,2-diformate C1C(C12CCC2)(C(=O)OC)C(=O)OC